benzyl (R)-3-(((S)-2-hydroxy-3-(3-(N-methylsulfamoyl) phenoxy) propyl) amino)-1-oxa-8-azaspiro[4.5]decane-8-carboxylate O[C@@H](CN[C@H]1COC2(C1)CCN(CC2)C(=O)OCC2=CC=CC=C2)COC2=CC(=CC=C2)S(NC)(=O)=O